C(C)OC(C1=C(C=CC=C1F)F)=O 2,6-difluorobenzoic acid ethyl ester